C(=O)C=1N=CC(=NC1)C1=C2CCN(C2=CC=C1)C=1C=C(C=2N(N1)C(=CN2)C(=O)N[C@H]2[C@@H](CC2)OC)N(C)CC2=CC=C(C=C2)OC 6-(4-(5-Formylpyrazin-2-yl)indolin-1-yl)-8-((4-methoxybenzyl)(methyl)amino)-N-((1R,2R)-2-methoxycyclobutyl)imidazo[1,2-b]pyridazine-3-carboxamide